Phenyl-(S)-3-(3-(trimethylsilyl)phenyl)-3,4-dihydropyridine-1(2H)-carboxylate C1(=CC=CC=C1)OC(=O)N1C[C@@H](CC=C1)C1=CC(=CC=C1)[Si](C)(C)C